(R,E)-2-(1-((3-Fluorophenyl)sulfonyl)pyrrolidin-2-yl)-N-((1,2,3,5,6,7-hexahydro-s-indacen-4-yl)carbamoyl)ethensulfonamid FC=1C=C(C=CC1)S(=O)(=O)N1[C@H](CCC1)/C=C/S(=O)(=O)NC(NC1=C2CCCC2=CC=2CCCC12)=O